(R)-1-(3-hydroxypyrrolidin-1-yl)-2-(4-(3-isopropyl-2-(8-methyl-[1,2,4]triazolo[1,5-a]pyridin-6-yl)-1H-indol-5-yl)piperidin-1-yl)ethan-1-one O[C@H]1CN(CC1)C(CN1CCC(CC1)C=1C=C2C(=C(NC2=CC1)C=1C=C(C=2N(C1)N=CN2)C)C(C)C)=O